3,5-dichlorophenyl methyl sulfide CSC1=CC(=CC(=C1)Cl)Cl